2-(3-Methoxybenzyl)-2H-indazole-6-carboxylic acid hydroxyamide ONC(=O)C=1C=CC2=CN(N=C2C1)CC1=CC(=CC=C1)OC